S1C=NC2=C1C(=CC=C2)CNCC2CC1N(CCN(C1)C1=C(C=NC=C1)F)C2=O 7-(((benzo[d]thiazol-7-ylmethyl)amino)methyl)-2-(3-fluoropyridin-4-yl)hexahydropyrrolo[1,2-a]pyrazin-6(2H)-one